2'-(ethoxymethyl)-N-(Ethylcarbamoyl)-[1,1'-biphenyl]-2-sulfonamide C(C)OCC1=C(C=CC=C1)C=1C(=CC=CC1)S(=O)(=O)NC(NCC)=O